C1(CCCCCC1)[C@@H](C(=O)NC1=NC=C(C=C1)C=1C(=NOC1COC)C)NC(OC(C)(C)C)=O tert-butyl (S)-(1-cycloheptyl-2-((5-(5-(methoxymethyl)-3-methylisoxazol-4-yl)pyridin-2-yl)amino)-2-oxoethyl)carbamate